C(C(O)CO)(=O)O.C(CCCCCCCCCCC)(=O)OCC(O)CO glyceryl laurate (glycerate)